C(C)C1=C2CN(C(NC2=CC=C1)=O)C1CCC(CC1)C(=O)NC1=CC(=C(C=C1)C)OC (1s,4s)-4-(5-ethyl-2-oxo-1,2-dihydroquinazolin-3(4H)-yl)-N-(3-methoxy-4-methylphenyl)cyclohexanecarboxamide